tert-butyl N-[(1S)-1-({2-[3-methyl-4-(methylcarbamoyl)benzoyl]-2-azabicyclo[2.2.1]heptan-5-yl}carbamoyl)-5-(2,2,2-trifluoroacetamido)pentyl]carbamate CC=1C=C(C(=O)N2C3CC(C(C2)C3)NC(=O)[C@H](CCCCNC(C(F)(F)F)=O)NC(OC(C)(C)C)=O)C=CC1C(NC)=O